O([Si](C)(C)C(C)(C)C)[C@@H]1CC(NC1)=O (R)-4-(tert-Butyldimethylsiloxy)-2-pyrrolidone